FC=1C=C(\C=C\2/CC(C\C(\C2=O)=C/C2=CC(=C(C=C2)F)F)NC(CCN(C)C)=O)C=CC1F N-(3,5-bis((E)-3,4-difluorobenzylidene)-4-oxocyclohexyl)-3-(dimethylamino)propanamide